(5-phenyl-1,3,4-thiadiazol-2-yl)methanamine hydrochloride Cl.C1(=CC=CC=C1)C1=NN=C(S1)CN